[Si](C1=CC=CC=C1)(C1=CC=CC=C1)(C(C)(C)C)OCC1S[C@H]([C@H]2[C@@H]1OC(O2)(C)C)N2C=C(C1=C2N=CN=C1N)C#CC1CC1 7-((3aR,4R,6aS)-6-(((tert-butyldiphenylsilyl)oxy)methyl)-2,2-dimethyltetrahydrothieno[3,4-d][1,3]dioxol-4-yl)-5-(cyclopropylethynyl)-7H-pyrrolo[2,3-d]pyrimidin-4-amine